OC(C(C)C=1C(C(CC1)CC1OCC(CO1)=O)(C)C)(C)C 2-{[3-(3-hydroxy-3-methylbutan-2-yl)-2,2-dimethylcyclopent-3-en-1-yl]methyl}-1,3-dioxan-5-one